8-bromo-6-chloroquinoxalin-2-ol BrC=1C=C(C=C2N=CC(=NC12)O)Cl